FC(C=1C=C(C=CC1)C=1OC=2N=C3N(C(C2N1)=O)CCCC3)(F)F 2-(3-(trifluoromethyl)phenyl)-5,6,7,8-tetrahydro-10H-oxazolo[5,4-d]pyrido[1,2-a]pyrimidin-10-one